C(CCCCC)C1C(=O)NCCCC1 n-hexyl-epsilon-caprolactam